FC=1C(N=C2N(C1)[C@H]1[C@@H](O2)[C@@H]([C@@](O1)(C(F)(F)F)CO)O)=O (2R,3S,3aS,9aR)-7-fluoro-3-hydroxy-2-(hydroxymethyl)-2-(trifluoromethyl)-2,3,3a,9a-tetrahydro-6H-furo[2',3':4,5]oxazolo[3,2-a]pyrimidin-6-one